FC1=C(C=C2CCN(C2=C1)C(=O)OC(C)(C)C)C=1N=C2SC3=C(N2C1)C=CC(=C3)C(NCCCN3CCC(CC3)F)=O tert-butyl 6-fluoro-5-(7-((3-(4-fluoropiperidin-1-yl)propyl)carbamoyl)benzo[d]imidazo[2,1-b]thiazol-2-yl)indoline-1-carboxylate